cyclobutyl phosphate P(=O)(OC1CCC1)([O-])[O-]